2-[6-(aminomethyl)-1H-indol-2-yl]piperidine-1-carboxylic acid tert-butyl ester C(C)(C)(C)OC(=O)N1C(CCCC1)C=1NC2=CC(=CC=C2C1)CN